C(C)(C)(C)C1CNC2=CC=CC=C12 3-(tert-butyl)indoline